2-((1-methyl-1H-pyrazol-4-yl)amino)-4-(((3-methylpyridin-2-yl)methyl)amino)pyrimidin-5-carboxamide CN1N=CC(=C1)NC1=NC=C(C(=N1)NCC1=NC=CC=C1C)C(=O)N